Sodium Lauroyl Prolinate N1[C@@H](CCC1)C(=O)OC(CCCCCCCCCCC)=O.[Na]